BrC=1C(=NC=NC1Cl)NNC(=O)OC(C)(C)C tert-butyl 2-(5-bromo-6-chloropyrimidin-4-yl)hydrazine-1-carboxylate